FC=1C=NC=C(C1[N+](=O)[O-])C 3-fluoro-5-methyl-4-nitropyridine